CC=1C=CC(=NC1)C1=CC=C2C=NC(=NN21)SC 5-methyl-2-[2-(methylsulfanyl)pyrrolo[2,1-f][1,2,4]triazin-7-yl]pyridine